OCC1(CC1)C(C)=O 1-(1-(hydroxymethyl)cyclopropyl)ethanone